P(=O)(OC[C@]1(OC([C@@H]([C@@H]1O)O)C1=CC=C2C(=NC=NN21)N)C#N)(OC[C@H](CCCCCCCCCCCCCCCCCCCC)OCC2=CC(=CC(=C2)F)C#N)O ((2R,3S,4R)-5-(4-aminopyrrolo[2,1-f][1,2,4]triazin-7-yl)-2-cyano-3,4-dihydroxytetrahydrofuran-2-yl)methyl ((S)-2-((3-cyano-5-fluorobenzyl)oxy) docosyl) hydrogen phosphate